tris[4-(4-acetylphenyl)sulfanyl-(sulfanyl)phenyl]sulfonium C(C)(=O)C1=CC=C(C=C1)SC1=CC(=C(C=C1)[S+](C1=C(C=C(C=C1)SC1=CC=C(C=C1)C(C)=O)S)C1=C(C=C(C=C1)SC1=CC=C(C=C1)C(C)=O)S)S